N1=CC=C2OCC3C(CN21)C3 5a,6,6a,7-tetrahydro-5H-cyclopropa[e]pyrazolo[5,1-b][1,3]oxazepine